NC1=CC(=C2O[C@H](CCCCC[C@@](C3=NN=C(C1=N2)O3)(O)C(F)(F)F)C)C(F)(F)F (6S,12S)-17-amino-12-methyl-6,15-bis(trifluoromethyl)-13,19-dioxa-3,4,18-triazatricyclo[12.3.1.12,5]nonadeca-1(18),2,4,14,16-pentaen-6-ol